N-((1R,2R)-1-(3-chloro-4-(difluoromethoxy)phenyl)-1-hydroxy-3-(pyrrolidin-1-yl)propan-2-yl)-2-(2,3-dihydro-1H-inden-2-yl)acetamide ClC=1C=C(C=CC1OC(F)F)[C@H]([C@@H](CN1CCCC1)NC(CC1CC2=CC=CC=C2C1)=O)O